ClC1=C(C(=CC=C1Cl)OC)C1CC2=C(C(NC=C2C(=O)OCC)=C=O)C1 ethyl 6-(2,3-dichloro-6-methoxyphenyl)-1-carbonyl-2,5,6,7-tetrahydro-1H-cyclopenta[c]pyridine-4-carboxylate